C(CCOC=1C=C2C(=NC1OC)CN(C2)C(CCC(=O)O)=O)OC=2C=C1C(=NC2OC)CN(C1)C(CCC(=O)O)=O 4,4'-((propane-1,3-diylbis(oxy))bis(2-methoxy-5,7-dihydro-6H-pyrrolo[3,4-b]pyridine-3,6-diyl))bis(4-oxobutanoic acid)